N[C@@H](C)C(=O)[O-].[Na+] sodium L-alaninate